CC1=NC=C2N1C=C(C=C2)N 3-methylimidazo[1,5-a]pyridin-6-amine